C(#C)C(=O)O ACETYLENECARBOXYLIC ACID